N-tert-Butyl-6-chloro-3-[[(1R)-1-[3,6-dimethyl-4-oxo-2-(3-pyridyl)chromen-8-yl]ethyl]amino]pyridine-2-sulfonamide C(C)(C)(C)NS(=O)(=O)C1=NC(=CC=C1N[C@H](C)C=1C=C(C=C2C(C(=C(OC12)C=1C=NC=CC1)C)=O)C)Cl